N-(5-(6-(3,7-diazabicyclo[3.3.1]nonan-3-yl)-[1,2,4]triazolo[1,5-a]pyridin-2-yl)-8-(methylamino)-2,7-naphthyridin-3-yl)cyclopropanecarboxamide hydrochloride Cl.C12CN(CC(CNC1)C2)C=2C=CC=1N(C2)N=C(N1)C1=C2C=C(N=CC2=C(N=C1)NC)NC(=O)C1CC1